C(C)(C)(C)OC(=O)N1CC2N(C3=C(NC(C2)=O)C=C(C=C3)N3C(NC(CC3)=O)=O)CC1 9-(2,4-dioxotetrahydropyrimidin-1(2H)-yl)-6-oxo-1,2,4a,5,6,7-hexahydrobenzo[b]pyrazino[1,2-d][1,4]diazepine-3(4H)-carboxylic acid tert-butyl ester